C(=O)(O)C1=C(C=CC=C1C(=O)O)C(C)(C)C1=C(C(=CC=C1)C(=O)O)C(=O)O 2,2-Bis(2,3-dicarboxyphenyl)propan